N-(5-Bromo-6-(2-(dimethylamino)ethoxy)pyridin-2-yl)-2'-fluoro-4'-(5-methyl-1,2,4-oxadiazol-3-yl)-[1,1'-biphenyl]-4-carboxamid BrC=1C=CC(=NC1OCCN(C)C)NC(=O)C1=CC=C(C=C1)C1=C(C=C(C=C1)C1=NOC(=N1)C)F